4-(tert-Butoxycarbonylaminosulfonylamino)benzoic acid C(C)(C)(C)OC(=O)NS(=O)(=O)NC1=CC=C(C(=O)O)C=C1